(S)-4-((2-(3,5-dimethyl-1H-pyrazol-1-yl)ethyl)(4-(5,6,7,8-tetrahydro-1,8-naphthyridin-2-yl)butyl)amino)-2-(quinoxalin-2-ylamino)butanoic acid CC1=NN(C(=C1)C)CCN(CC[C@@H](C(=O)O)NC1=NC2=CC=CC=C2N=C1)CCCCC1=NC=2NCCCC2C=C1